1-allyl-3-ethylimidazole bis(trifluoromethanesulfonyl)imide salt [N-](S(=O)(=O)C(F)(F)F)S(=O)(=O)C(F)(F)F.C(C=C)N1CN(C=C1)CC